N-(4-bromophenyl)-N-(4-(dibenzo[b,d]furan-4-yl)phenyl)-[1,1'-biphenyl]-4-amine BrC1=CC=C(C=C1)N(C1=CC=C(C=C1)C1=CC=CC=C1)C1=CC=C(C=C1)C1=CC=CC2=C1OC1=C2C=CC=C1